ClC1=C(C=CC(=C1)Cl)C=1CCCC2=C(C1C1=CC=C(C=C1)CC1CN(CC1)CCCF)C=CC(=C2)C(=O)O 8-(2,4-Dichlorophenyl)-9-(4-((1-(3-fluoropropyl)pyrrolidin-3-yl)methyl)phenyl)-6,7-dihydro-5H-benzo[7]annulene-3-carboxylic acid